rac-1-methyl-N-(2-(1-methylpyrrolidin-2-yl)imidazo[1,2-a]pyridin-6-yl)-3-(pyrrolidin-3-yl)-1H-indazole-5-carboxamide formate C(=O)O.CN1N=C(C2=CC(=CC=C12)C(=O)NC=1C=CC=2N(C1)C=C(N2)C2N(CCC2)C)C2CNCC2